2-(4-methylpiperazin-1-yl)propylamine CN1CCN(CC1)C(CN)C